methyl (S)-4-(3-((tert-butoxycarbonyl)amino)-3-methylpyrrolidin-1-yl)-5-(7-fluoro-4-methyl-1H-benzo[d]imidazol-2-yl)nicotinate C(C)(C)(C)OC(=O)N[C@@]1(CN(CC1)C1=C(C=NC=C1C(=O)OC)C1=NC2=C(N1)C(=CC=C2C)F)C